BrC=1C=NC=C(C1)SC1CC1 3-Bromo-5-(cyclopropylthio)pyridine